C1(CC1)C=1C=C(C=2N(C1)C=C(N2)CNC(OC(C)(C)C)=O)NCC2(COC2)O tert-butyl ((6-cyclopropyl-8-(((3-hydroxyoxetan-3-yl)methyl)amino)imidazo[1,2-a]pyridin-2-yl)methyl)carbamate